C1(CC1)C=1N=CC=2C=C3C(=C(C2C1)S(=O)(=O)NC1CC(C1)(F)F)CC(C3)C(=O)C3C(OC(OC3=O)(C)C)=O 3-cyclopropyl-N-(3,3-difluorocyclobutyl)-7-(2,2-dimethyl-4,6-dioxo-1,3-dioxane-5-carbonyl)-7,8-dihydro-6H-cyclopenta[g]isoquinoline-5-sulfonamide